(3-chloro-4-methoxy-2-pyridinyl)-[(7S)-3-[3-(difluoromethyl)-5-fluorophenyl]-2,7-dimethyl-5,7-dihydro-4H-pyrazolo[3,4-c]pyridin-6-yl]methanone ClC=1C(=NC=CC1OC)C(=O)N1[C@H](C=2C(CC1)=C(N(N2)C)C2=CC(=CC(=C2)F)C(F)F)C